N1C=NC(=C1)CC(=O)N1CCC(CC1)C=1C=C2C(=C(NC2=CC1)C1=C2C(=NC=C1)NN=C2)C(C)C 2-(1H-imidazol-4-yl)-1-(4-(3-isopropyl-2-(1H-pyrazolo[3,4-b]pyridin-4-yl)-1H-indol-5-yl)piperidin-1-yl)ethan-1-one